NC1=NC=CC=C1C1=NC=2C(=NC(=C(C2)C#N)C2=CC=C(C=C2)F)N1C1=CC=C(C=C1)CO 2-(2-Aminopyridin-3-yl)-5-(4-fluorophenyl)-3-(4-(hydroxymethyl)phenyl)-3H-imidazo[4,5-b]pyridine-6-carbonitrile